(rel-(1R,3S,5s)-5-((4-hydroxybutyl)(methyl)amino)cyclohexane-1,3-diyl)bis(methylene) bis(2-hexyldecanoate) C(CCCCC)C(C(=O)OC[C@@H]1C[C@@H](CC(C1)N(C)CCCCO)COC(C(CCCCCCCC)CCCCCC)=O)CCCCCCCC |o1:11,13|